CO[C@H]1C2=CNC=C2CC[C@H]1C (4R,5R)-4-methoxy-5-methyl-4,5,6,7-tetrahydro-2H-isoindole